4-chloro-2-(1,1-difluoroethyl)-6-(2-methoxyethoxy)pyrimidine ClC1=NC(=NC(=C1)OCCOC)C(C)(F)F